tert-Butyl S-{2-[{(1R)-1-[1-benzyl-4-(2,5-difluorophenyl)-1H-pyrrol-2-yl]-2,2-dimethylpropyl}(3-{[(9H-fluoren-9-ylmethoxy)carbonyl]amino}propyl)amino]-2-oxoethyl}-L-cysteinate C(C1=CC=CC=C1)N1C(=CC(=C1)C1=C(C=CC(=C1)F)F)[C@@H](C(C)(C)C)N(C(CSC[C@H](N)C(=O)OC(C)(C)C)=O)CCCNC(=O)OCC1C2=CC=CC=C2C=2C=CC=CC12